O[C@H]1CNCC1 |r| (R/S)-3-hydroxypyrrolidine